NCCC(=O)NCC(=O)N aminopropionyl-glycinamide